C1(CC1)CN1N=C2C3=C(CCC2=C1)OC(=C3C(F)(F)F)C(=O)OCC ethyl 2-(cyclopropylmethyl)-8-(trifluoromethyl)-4,5-dihydro-2H-furo[2,3-g]indazole-7-carboxylat